2-(4-(trifluoromethyl)phenyl)pyrrole FC(C1=CC=C(C=C1)C=1NC=CC1)(F)F